Cl.CC=1C=C(C=C2C(NC(=NC12)C1=CC=2N(C=N1)C=CC2)=O)CCN2CCOCC2 8-methyl-6-(2-morpholin-4-yl-ethyl)-2-pyrrolo[1,2-c]pyrimidin-3-yl-3H-quinazolin-4-one hydrochloride